C1(CC1)S(=O)(=O)N1N=CC(=C1)C1=NC=CC(=N1)NC1=NC=C(C(=C1)NC1CCC(CC1)O)C#CC1=NN(C=C1)C (1s,4s)-4-((2-((2-(1-(Cyclopropylsulfonyl)-1H-pyrazol-4-yl)pyrimidin-4-yl)amino)-5-((1-methyl-1H-pyrazol-3-yl)ethynyl)pyridin-4-yl)amino)cyclohexan-1-ol